(2R)-2-(Boc-amino)-1-butanol C(=O)(OC(C)(C)C)N[C@@H](CO)CC